COC=1C=C2C(=CC=NC2=CC1OC)N1CCC(CC1)C(CC1(CC1)N)C (2-(1-(6,7-dimethoxyquinolin-4-yl)piperidin-4-yl)propyl)cyclopropanamine